NC1=C(N=C(S1)C1=C(C=CC=C1F)F)C(=O)NC=1C(=C2C(=NC1)CCC2)N2C[C@@H]([C@@H](CC2)O)N 5-amino-N-{4-[(3S,4R)-3-amino-4-hydroxypiperidin-1-yl]-6,7-dihydro-5H-cyclopenta[b]pyridin-3-yl}-2-(2,6-difluorophenyl)-1,3-thiazole-4-carboxamide